N-methylazetidin-3-amine bisulfate monohydrate O.S(O)(O)(=O)=O.CNC1CNC1